((2-acetylpyrimidin-4-yl)oxy)piperidine-1-carboxylic acid tert-butyl ester C(C)(C)(C)OC(=O)N1C(CCCC1)OC1=NC(=NC=C1)C(C)=O